CN1N=C(C(=C1)C=O)C1(CC1)C (1-methyl-3-(1-methylcyclopropyl)pyrazol-4-yl)methanone